tert-butyl (4-(6-(4-(2-(4-(4-(2,6-dioxopiperidin-3-yl)phenyl)-3,3-difluoropiperidin-1-yl)ethyl)phenyl)pyrrolo[2,1-f][1,2,4]triazin-4-yl)-2-methylbenzyl)carbamate O=C1NC(CCC1C1=CC=C(C=C1)C1C(CN(CC1)CCC1=CC=C(C=C1)C=1C=C2C(=NC=NN2C1)C1=CC(=C(CNC(OC(C)(C)C)=O)C=C1)C)(F)F)=O